2-(1,1-dimethylethoxy)ethylamine CC(C)(OCCN)C